1-(4,4'-Dimethoxytrityloxymethyl)-5-[N-(fluoren-9-ylmethoxycarbonyl)glycyl]-7-hydroxy-3-(5-methylcytosine-1-yl)-2-oxa-5-azabicyclo[2.2.1]heptane COC1=CC=C(C(C2=CC=C(C=C2)OC)(C2=CC=CC=C2)OCC23OC(C(N(C2)C(CNC(=O)OCC2C4=CC=CC=C4C=4C=CC=CC24)=O)C3O)N3C(=O)N=C(N)C(=C3)C)C=C1